[B]=O boron oxide